ClC1=NC=CC(=N1)N1C(NC([C@@H]1C1=CC=CC=C1)=O)=O (S)-1-(2-chloropyrimidin-4-yl)-5-phenylimidazolidine-2,4-dione